C1(CC1)OC1=NC=NC(=C1C1=NNC2=NC(=CC=C21)NC(=O)[C@H]2[C@H](C2)F)OC (1S,2S)-N-[3-(4-cyclopropoxy-6-methoxypyrimidin-5-yl)-1H-pyrazolo[3,4-b]pyridin-6-yl]-2-fluorocyclopropane-1-carboxamide